OC1=CC=2OC=3C=C4C(=C(C3C(C2C(=C1)C)=O)O)C(=CC(=C4)O)O 3,8,10,11-tetrahydroxy-1-methyl-12H-benzo[b]xanthen-12-one